(4-fluorophenyl)-6-methyl-5-(1-((1-methyl-1H-pyrazol-4-yl)sulfonyl)-3-(3-phenylprop-2-yn-1-yl)pyrrolidin-3-yl)-1H-indazole FC1=CC=C(C=C1)N1N=CC2=CC(=C(C=C12)C)C1(CN(CC1)S(=O)(=O)C=1C=NN(C1)C)CC#CC1=CC=CC=C1